BrC=1C(=C(C=2C=CC=NC2C1)C(=O)N(CC1=CC=C(C=C1)OC)C(C(=O)NC(C)(C)C)C1=C(C=CC(=C1)F)Cl)F 7-bromo-N-[1-(2-chloro-5-fluorophenyl)-2-[(2-methylpropan-2-yl)amino]-2-oxoethyl]-6-fluoro-N-[(4-methoxyphenyl)methyl]quinoline-5-carboxamide